methyl (R,E)-3-(3-fluoro-5-(N-((4-(1-methyl-1H-indazol-5-yl)phenyl)methyl-d)cyclohexanecarboxamido)phenyl)acrylate FC=1C=C(C=C(C1)N(C(=O)C1CCCCC1)[C@H]([2H])C1=CC=C(C=C1)C=1C=C2C=NN(C2=CC1)C)/C=C/C(=O)OC